C(C)(=O)NCCC1=CNC2=CC=C(C=C12)OC N-acetyl-5-methoxyl-tryptamine